3-amino-8-azabicyclo[3.2.1]octane-8-carboxylic acid tert-butyl ester C(C)(C)(C)OC(=O)N1C2CC(CC1CC2)N